5-fluoro-N-isopropyl-N-methyl-2-((4-(7-((3-oxo-3,4-dihydro-2H-benzo[b][1,4]oxazin-6-yl)methyl)-2,7-diazaspiro[4.4]nonan-2-yl)pyrimidin-5-yl)oxy)benzamide FC=1C=CC(=C(C(=O)N(C)C(C)C)C1)OC=1C(=NC=NC1)N1CC2(CC1)CN(CC2)CC2=CC1=C(OCC(N1)=O)C=C2